N-ethyl-N-hydroxyethyl-benzylamine C(C)N(CCO)CC1=CC=CC=C1